C1(CC1)OC1CCC(CC1)N (1R,4R)-4-cyclopropoxy-cyclohexane-1-amine